C(C)(C)(C)OC(=O)N[C@H](C(=O)OC)CC=1N=C(N(C1)COCC[Si](C)(C)C)C(N)=O methyl (S)-2-((tert-butoxycarbonyl)amino)-3-(2-carbamoyl-1-((2-(trimethylsilyl)ethoxy)methyl)-1H-imidazol-4-yl)propanoate